CCCCC\C=C/C\C=C/CCCCCCCCC(CCCCCCCC\C=C/C\C=C/CCCCC)OCCN(C)CCNC([O-])=O ((((6Z,9Z,28Z,31Z)-heptatriaconta-6,9,28,31-tetraen-19-yloxyethyl)(methyl)amino)ethyl)carbamate